COC(=O)C1=CC=CC2=C1N(C(=N2)OCC)CC2=CC=C(C=C2)C2=C(C=CC=C2)C2=NOC(N2)=O 2-ethoxy-1-[[2'-(4,5-dihydro-5-oxo-1,2,4-oxadiazole-3-yl)biphenyl-4-yl]methyl]benzimidazole-7-carboxylic acid methyl ester